2,6-dioxohexahydropyrimidine-4-carboxamide O=C1NC(CC(N1)C(=O)N)=O